(R,E)-N-(4-((3,4-dichloro-2-fluorophenyl)amino)-5-methoxyquinazolin-6-yl)-3-(1-methylpyrrolidin-2-yl)acrylamide ClC=1C(=C(C=CC1Cl)NC1=NC=NC2=CC=C(C(=C12)OC)NC(\C=C\[C@@H]1N(CCC1)C)=O)F